4-(4-(4-(4-(2-amino-4-(difluoromethyl)pyrimidin-5-yl)-6-morpholino-1,3,5-triazin-2-yl)piperazin-1-yl)-4-oxobutyl)piperidin-1-ium chloride [Cl-].NC1=NC=C(C(=N1)C(F)F)C1=NC(=NC(=N1)N1CCOCC1)N1CCN(CC1)C(CCCC1CC[NH2+]CC1)=O